ClC1=CN=C(N1)C=1C(=C(C=CC1)NC1=C(C=C(C(=O)N=C2NCCN2)C=C1)C1CC1)C 4-{[3-(5-chloro-1H-imidazol-2-yl)-2-methylphenyl]amino}-3-cyclopropyl-N-[(2Z)-imidazolidin-2-ylidene]benzamide